cis-4-HEPTEN-1-OL C(CC\C=C/CC)O